NC1=C(C=2C=NC(=C(C2N1C1=C(C=CC=2N(N=NC21)C2OCCCC2)C)Br)C2CC2)C#N 2-amino-7-bromo-6-cyclopropyl-1-(5-methyl-1-tetrahydropyran-2-yl-benzotriazol-4-yl)pyrrolo[3,2-c]pyridine-3-carbonitrile